C1=CC=CC=2C3=CC=CC=C3N(C12)C=1C=C(C=C(C1)N1C2=CC=CC=C2C=2C=CC=CC12)C=1C=C(C=CC1)C1=C(C=CC=C1)N1C2=C(C3=CC=CC=C13)C=CC=N2 9-(3'',5''-di(9H-carbazol-9-yl)-[1,1':3',1''-terphenyl]-2-yl)-9H-pyrido[2,3-b]indole